NC1=CN=C2N(C1=O)[C@@H](CC2)C(=O)NCC=2C=CC(=NC2C)N(C(OC(C)(C)C)=O)C(=O)OC(C)(C)C tert-butyl (S)-(5-((3-amino-4-oxo-4,6,7,8-tetrahydro-pyrrolo[1,2-a]pyrimidine-6-carboxamido)methyl)-6-methylpyridin-2-yl)(tert-butoxy-carbonyl)carbamate